COC=1C=C(C=CC1N1N=C(C=2C=NC(=CC21)NC2=NC=CN=C2OC)C)NS(=O)(=O)C N-(3-Methoxy-4-(6-((3-methoxypyrazin-2-yl)amino)-3-methyl-1H-pyrazolo[4,3-c]pyridin-1-yl)phenyl)methanesulfonamide